(±)-(3S)-3-benzyl-6-pentyl-1,4-diazaspiro[4.4]nonan-2-one C(C1=CC=CC=C1)[C@H]1C(NC2(N1)C(CCC2)CCCCC)=O